tert-Butyl (2-((1S,6S)-6-aminocyclohex-3-en-1-yl)-3-chloro-5-cyanothieno[3,2-b]pyridin-7-yl)(furan-2-ylmethyl)carbamate N[C@H]1CC=CC[C@@H]1C1=C(C2=NC(=CC(=C2S1)N(C(OC(C)(C)C)=O)CC=1OC=CC1)C#N)Cl